2-(3-(6-methyl-1H-pyrazolo[3,4-b]pyridin-4-yl)-4,5,6,7-tetrahydropyrazolo[1,5-a]pyridin-2-yl)thiazole tert-butyl-(R)-(2-methoxypropyl)carbamate C(C)(C)(C)N(C(O)=O)C[C@@H](C)OC.CC1=CC(=C2C(=N1)NN=C2)C=2C(=NN1C2CCCC1)C=1SC=CN1